O1C(=NC2=C1C=CC=C2)C2(CCN(CC2)C2=C(C(N(C1=CC=CC=C21)C)=O)C(=O)N)F 4-[4-(1,3-benzoxazol-2-yl)-4-fluoropiperidin-1-yl]-1-methyl-2-oxo-1,2-dihydroquinoline-3-carboxamide